C(#N)C=1C=C2CCN([C@@H](C2=CC1)C1=CC=C(C=C1)F)C(=O)N[C@@H]1CN2CCC1CC2 (1R,S)-6-cyano-1-(4-fluorophenyl)-N-((S)-quinuclidin-3-yl)-3,4-dihydroisoquinoline-2(1H)-carboxamide